N-[(1R)-1-[3-(1,1-difluoro-2-hydroxyethyl)phenyl]ethyl]-5-(oxan-4-yl)-4-oxo-1H,4H,5H-pyrrolo[3,2-c]pyridine-7-carboxamide FC(CO)(F)C=1C=C(C=CC1)[C@@H](C)NC(=O)C=1C2=C(C(N(C1)C1CCOCC1)=O)C=CN2